C(C=C)(=O)N1CCN(CC1)C=1C2=C(N(C(N1)=O)CC1CC1)N=C(C(=C2)Cl)C2=C(C=CC=C2F)O[Si](C2=CC=CC=C2)(C2=CC=CC=C2)C(C)(C)C 4-(4-propenoylpiperazin-1-yl)-7-(2-((tert-butyldiphenylsilyl)oxy)-6-fluorophenyl)-6-chloro-1-(cyclopropylmethyl)pyrido[2,3-d]pyrimidin-2(1H)-one